CC1=NC(=CC=C1S(=O)(=O)N1CC2(C1)CN(C2)CC2(COC2)C)C(F)(F)F 2-((2-methyl-6-(trifluoromethyl)pyridin-3-yl)sulfonyl)-6-((3-methyloxetan-3-yl)methyl)-2,6-diazaspiro[3.3]heptane